1-(3-fluorooxetan-3-yl)methylamine FC1(COC1)CN